(7R,14R)-1-(difluoromethoxy)-11-ethynyl-6-(methyl-d3)-6,7-dihydro-7,14-methanobenzo[f]benzo[4,5]imidazo[1,2-a][1,4]diazocin-5(14H)-one FC(OC1=CC=CC=2C(N([C@H]3C=4N([C@@H](C21)C3)C3=C(N4)C=CC(=C3)C#C)C([2H])([2H])[2H])=O)F